tert-Butyl 7-(dimethylamino)-4-azaspiro[2.4]heptane-4-carboxylate CN(C1CCN(C12CC2)C(=O)OC(C)(C)C)C